(4-(1-Methylazetidin-3-yl)piperazin-1-yl)-N-(3-phenylprop-2-yn-1-yl)-1H-benzo[d]imidazole-1-carboxamide CN1CC(C1)N1CCN(CC1)C1=NC2=C(N1C(=O)NCC#CC1=CC=CC=C1)C=CC=C2